dichloromethyl-(3-vinylphenyl)silane ClC(Cl)[SiH2]C1=CC(=CC=C1)C=C